isopropyl 2-((S)-2-((R)-1-(2-(2,5-dichlorobenzamido) acetamido)-3-methylbutyl)-5-oxo-1,3,2-dioxaborolan-4-yl)acetate ClC1=C(C(=O)NCC(=O)N[C@@H](CC(C)C)B2OC([C@@H](O2)CC(=O)OC(C)C)=O)C=C(C=C1)Cl